C1(CC1)C1=NC=NC(=C1C1=NC=CC(=N1)OCC1=CC(=C(C=C1)C=1N(C=C(N1)C(F)(F)F)C)F)OC 4-cyclopropyl-5-[4-[[3-fluoro-4-[1-methyl-4-(trifluoromethyl)imidazol-2-yl]phenyl]methoxy]pyrimidin-2-yl]-6-methoxy-pyrimidine